ClC=1C=C(C(=O)N2CC=3C(C[C@H]2C)=NN(C3C(=O)[O-])[C@@H](CNC(C)C3=NC=C(C=N3)C(F)(F)F)C)C=CC1Cl.[Li+] Lithium (6R)-5-(3,4-dichlorobenzoyl)-6-methyl-2-((2R)-1-((1-(5-(trifluoromethyl) pyrimidin-2-yl) ethyl) amino) propan-2-yl)-4,5,6,7-tetrahydro-2H-pyrazolo[4,3-c]pyridine-3-carboxylate